N-(5-chloro-1,3,4-thiadiazol-2-yl)-2-((4-oxo-1-(tetrahydro-2H-thiopyran-4-yl)-4,5-dihydro-1H-pyrazolo[3,4-d]pyrimidin-6-yl)thio)acetamid ClC1=NN=C(S1)NC(CSC=1NC(C2=C(N1)N(N=C2)C2CCSCC2)=O)=O